[Zn].[Sn]=S.[Nb] niobium tin sulfide zinc